C(C1=CC=CC=C1)OC=1C=C(C=CC1)C1(C(COCC1)CN(C)C)O 4-(3-Benzyloxyphenyl)-3-(dimethylaminomethyl)tetrahydropyran-4-ol